2-(4-((6-oxo-5-(trifluoromethyl)-1,6-dihydropyridazin-4-yl)amino)pentyl)-6-(5-(trifluoromethyl)pyridin-2-yl)isoquinolin-1(2H)-one O=C1C(=C(C=NN1)NC(CCCN1C(C2=CC=C(C=C2C=C1)C1=NC=C(C=C1)C(F)(F)F)=O)C)C(F)(F)F